COC1=CC=C(C(=O)N=S(C2=CC=C(C=C2)C2=NOC(=N2)C(F)(F)F)(=O)C)C=C1 4-methoxy-N-(methyl(oxo)(4-(5-(trifluoromethyl)-1,2,4-oxadiazol-3-yl)phenyl)-λ6-sulfaneylidene)benzamide